C(C)(C)(C)OC(=O)N1C(CC(CC1)O)C=1C=NC(=CC1)Br (6-bromopyridin-3-yl)-4-hydroxypiperidine-1-carboxylic acid tert-butyl ester